2-methoxyethyl (1S,2R,5R)-3-((4-((5-chlorobenzo[d]oxazol-2-yl)oxy)-3-fluorophenyl)sulfonyl)-2-(hydroxycarbamoyl)-3,8-diazabicyclo[3.2.1]octane-8-carboxylate ClC=1C=CC2=C(N=C(O2)OC2=C(C=C(C=C2)S(=O)(=O)N2[C@H]([C@@H]3CC[C@H](C2)N3C(=O)OCCOC)C(NO)=O)F)C1